bicin triacetate C(C)(=O)O.C(C)(=O)O.C(C)(=O)O.O=C(CN(CCO)CCO)O